1-(9Z-tetradecenoyl)-2-(9Z,12Z,15Z-octadecatrienoyl)-glycero-3-phospho-(1'-sn-glycerol) CCCC/C=C\CCCCCCCC(=O)OC[C@H](COP(=O)(O)OC[C@H](CO)O)OC(=O)CCCCCCC/C=C\C/C=C\C/C=C\CC